C(C)(C)C1=NC2=C(N1)C=CC(=C2)N2CCN(CC2)C2=CC=C(C=C2)B2OC(C(O2)(C)C)(C)C 2-isopropyl-5-(4-(4-(4,4,5,5-tetramethyl-1,3,2-dioxaborolan-2-yl)phenyl)piperazin-1-yl)-1H-benzo[d]imidazole